CC(C)(C)[O-].[K+].C(C)N1C=C(C=2N=C(N=CC21)SCC=2C=CC(=C(C2)CC(=O)O)F)N2CC(C(C2)(F)F)(F)F 2-(5-(((5-ethyl-7-(3,3,4,4-tetrafluoropyrrolidin-1-yl)-5H-pyrrolo[3,2-d]pyrimidin-2-yl)thio)methyl)-2-fluorophenyl)acetic acid Potassium tert-butoxide